FC1=NN(C2=CC(=C(C=C12)F)/C=C/C(=O)O)C1OCCCC1 (2E)-3-[3,5-difluoro-1-(oxan-2-yl)indazol-6-yl]prop-2-enoic acid